7-(2-((6-Chloro-5-fluoropyridin-3-yl)oxy)ethyl)-2-thia-7-azaspiro[3.5]nonane 2,2-dioxide ClC1=C(C=C(C=N1)OCCN1CCC2(CS(C2)(=O)=O)CC1)F